7-(4-fluorophenyl)-2-((3-fluoropyridin-2-yl)methyl)-8-(quinolin-6-yl)-[1,2,4]triazolo[1,5-c]pyrimidin-5-amine FC1=CC=C(C=C1)C1=C(C=2N(C(=N1)N)N=C(N2)CC2=NC=CC=C2F)C=2C=C1C=CC=NC1=CC2